tert-butyl 4-[[4-[4-(5-nitro-1H-indazol-3-yl)-2-pyridyl]piperazin-1-yl]methyl]piperidine-1-carboxylate [N+](=O)([O-])C=1C=C2C(=NNC2=CC1)C1=CC(=NC=C1)N1CCN(CC1)CC1CCN(CC1)C(=O)OC(C)(C)C